CSCCCO 3-(methylthio)propan-ol